N-(3-Chloro-2-methoxyphenyl)-4-hydroxy-2-oxo-1,2,5,6-tetrahydropyridine ClC=1C(=C(C=CC1)N1C(C=C(CC1)O)=O)OC